[5-[4-[2-[3-(fluoromethyl)azetidin-1-yl]ethoxy]phenyl]-8-(trifluoromethyl)-5H-chromeno[4,3-c]quinolin-2-yl] hydrogen sulfate S(=O)(=O)(OC=1C=CC=2C3=C(C=NC2C1)C=1C=CC(=CC1OC3C3=CC=C(C=C3)OCCN3CC(C3)CF)C(F)(F)F)O